(R)-N-(4-(4-(1-aminoethyl)-3-methylphenyl)pyridin-2-yl)cyclopropanecarboxamide hydrochloride Cl.N[C@H](C)C1=C(C=C(C=C1)C1=CC(=NC=C1)NC(=O)C1CC1)C